FC(S(=O)(=O)C1=CC=C(C=C1)S)(F)F 4-trifluoromethyl-sulfonyl-phenyl mercaptan